3-(6-Methyl-2-benzoxazolyl)-7-(diethylamino)-coumarin CC1=CC2=C(N=C(O2)C=2C(OC3=CC(=CC=C3C2)N(CC)CC)=O)C=C1